4,4''-bis(3-methyl-9H-carbazol-9-yl)-4',6'-bis(4-(3-methyl-9H-carbazol-9-yl)phenyl)-5'-(6-methylpyridin-2-yl)-[1,1':2',1''-terphenyl]-3'-carbonitrile CC=1C=CC=2N(C3=CC=CC=C3C2C1)C1=CC=C(C=C1)C1=C(C(=C(C(=C1C1=CC=C(C=C1)N1C2=CC=CC=C2C=2C=C(C=CC12)C)C1=NC(=CC=C1)C)C1=CC=C(C=C1)N1C2=CC=CC=C2C=2C=C(C=CC12)C)C#N)C1=CC=C(C=C1)N1C2=CC=CC=C2C=2C=C(C=CC12)C